N-(4-(hydrazinecarbonyl)benzyl)-2-(4-methylpiperazin-1-yl)-N-phenylethane-1-sulfonamide N(N)C(=O)C1=CC=C(CN(S(=O)(=O)CCN2CCN(CC2)C)C2=CC=CC=C2)C=C1